2-((2,6-dichlorophenyl)thio)-1-(2-fluoro-4-(5-(trifluoromethyl)-1,2,4-oxadiazol-3-yl)phenyl)ethan-1-one Nickel beryllium [Be].[Ni].ClC1=C(C(=CC=C1)Cl)SCC(=O)C1=C(C=C(C=C1)C1=NOC(=N1)C(F)(F)F)F